methyl (E)-3-(4-fluoro-2-nitro-phenyl)prop-2-enoate FC1=CC(=C(C=C1)/C=C/C(=O)OC)[N+](=O)[O-]